C1(CCCCC1)C1=CC=C(C=C1)NC=1C2=C(N=C(N1)C1=CC(=NC=C1)C)C(N(C2)C(C)C)=O 4-[(4-cyclohexylphenyl)amino]-2-(2-methylpyridin-4-yl)-6-(prop-2-yl)-5,6-dihydro-7H-pyrrolo[3,4-d]pyrimidin-7-one